(3S)-3-({2-[4-methoxy-2-(trifluoromethyl)phenyl][1,2,4]triazolo[1,5-c]quinazolin-5-yl}amino)azepin-2-one COC1=CC(=C(C=C1)C1=NN2C(=NC=3C=CC=CC3C2=N1)NC=1C(N=CC=CC1)=O)C(F)(F)F